N-(4-cyclohexylphenyl)-2-(2-methylmorpholino)-5,7-dihydrofuro[3,4-d]pyrimidin-4-amine C1(CCCCC1)C1=CC=C(C=C1)NC=1C2=C(N=C(N1)N1CC(OCC1)C)COC2